tert-butyl 4-(4,4,5,5-tetramethyl-1,3,2-dioxaborolan-2-yl)benzylcarbamate CC1(OB(OC1(C)C)C1=CC=C(CNC(OC(C)(C)C)=O)C=C1)C